COC1=CC=C(CN(C2=NC(=NN3C2=NC=C3)OC(CC)CC)CC3=CC=C(C=C3)OC)C=C1 N,N-bis(4-methoxybenzyl)-2-(pentan-3-yloxy)imidazo[2,1-f][1,2,4]triazin-4-amine